O=C1C(=CC(C2=CC=CC=C12)=O)NC1=CC=C(C=C1)NC(C1=CC(=C(C=C1)[N+](=O)[O-])F)=O N-(4-((1,4-dioxo-1,4-dihydronaphthalen-2-yl)amino)phenyl)-3-fluoro-4-nitrobenzamide